BrC=1C(=C(C=CC1)C1=NN(C=C1C1=NC(=NC=C1)NC1CCN(CC1)S(=O)(=O)C)C(C)C)F 4-(3-(3-Bromo-2-fluorophenyl)-1-isopropyl-1H-pyrazol-4-yl)-N-(1-(methylsulfonyl)-piperidin-4-yl)pyrimidin-2-amine